OCC(=O)[C@H](O)[C@@H](O)[C@H](O)C(=O)O sorburonic acid